2-(5-((E)-((1r,5s)-1,5-dimethyl-8-azabicyclo[3.2.1]oct-3-ylidene)methyl)pyrazin-2-yl)-5-(1H-imidazol-1-yl)phenol C[C@]12CC(C[C@](CC1)(N2)C)=CC=2N=CC(=NC2)C2=C(C=C(C=C2)N2C=NC=C2)O